(7R,14R)-11-(2-((S)-3-aminopyrrolidin-1-yl)pyrimidin-5-yl)-6-(methyl-d3)-1-(prop-1-yn-1-yl)-6,7-dihydro-7,14-methanobenzo[f]benzo[4,5]imidazo[1,2-a][1,4]diazocin-5(14H)-one N[C@@H]1CN(CC1)C1=NC=C(C=N1)C1=CC2=C(N=C3N2[C@H]2C4=C(C(N([C@@H]3C2)C([2H])([2H])[2H])=O)C=CC=C4C#CC)C=C1